tert-butyl (S)-16-(1-(9H-fluoren-9-yl)-3-oxo-2,7,10-trioxa-4-azatridecan-13-amido)-15-oxo-2,5,8,11-tetraoxa-14-azanonadecan-19-oate C1=CC=CC=2C3=CC=CC=C3C(C12)COC(NCCOCCOCCC(=O)N[C@H](C(NCCOCCOCCOCCOC)=O)CCC(=O)OC(C)(C)C)=O